C[Si](C=1SC(=C2C1CCC2)[Si](C)(C)C)(C)C 1,3-bis-trimethylsilyl-5,6-dihydro-4H-cyclopenta[c]thiophene